[Cl-].C(C)(C)(C)OC([C@H](CC1=CC=CC=C1)NC(/C=C(\C)/[N+](CCCCCCCCCCCCCCCC)(C)C)=O)=O (S,E)-N-(4-((1-(tert-butoxy)-1-oxo-3-phenylpropan-2-yl)amino)-4-oxobut-2-en-2-yl)-N,N-dimethylhexadecan-1-aminium chloride